((4-methoxy-4-oxobutyl)amino)cyclopentane-1-carboxylic acid methyl ester COC(=O)C1(CCCC1)NCCCC(=O)OC